C1(CC1)CCC(C(=O)NCC1=CC=C(C=C1)CN(C)C)N1C(=C(C2=CC=CC=C12)C)C(=O)N (4-cyclopropyl-1-((4-((dimethylamino)methyl)benzyl)amino)-1-oxobutan-2-yl)-3-methyl-1H-indole-2-carboxamide